2-(2,6-dioxopiperidin-3-yl)-5-((5-(4-(3-((5-(5-methyl-5H-pyrido[4,3-b]indol-7-yl)pyridin-2-yl)oxy)azetidin-1-yl)piperidin-1-yl)pentyl)oxy)isoindoline-1,3-dione O=C1NC(CCC1N1C(C2=CC=C(C=C2C1=O)OCCCCCN1CCC(CC1)N1CC(C1)OC1=NC=C(C=C1)C=1C=CC=2C3=C(N(C2C1)C)C=CN=C3)=O)=O